trans-6-chloro-2-(2-(2-chlorophenyl)-3,4,6,7-tetrahydro-5H-imidazo[4,5-c]pyridin-5-yl)-2,3-dihydro-1H-inden-1-ol ClC1=CC=C2C[C@H]([C@@H](C2=C1)O)N1CC2=C(CC1)N=C(N2)C2=C(C=CC=C2)Cl